BrC1=CC2=C(C(=NO2)C2=C(C=CC=C2)[C@H](CC2=NC=CC=C2)N)C=C1 (S)-1-[2-(6-bromobenzo[d]isoxazol-3-yl)phenyl]-2-(pyridine-2-yl)ethan-1-amine